methyldimethylisopropoxysilane C[Si](OC(C)C)(C)C